3-chloro-7-(5-fluoro-2-(((3S,4R)-3-hydroxytetrahydro-2H-pyran-4-yl)amino)pyrimidin-4-yl)-1-isopropylquinolin-4(1H)-one ClC1=CN(C2=CC(=CC=C2C1=O)C1=NC(=NC=C1F)N[C@H]1[C@@H](COCC1)O)C(C)C